C1=CC=C(C=C1)C2=C(C(=O)C3=CC=CC=C3O2)C4=C(OC5=CC=CC=C5C4=O)C6=CC=CC=C6 biflavone